[Si](C)(C)(C(C)(C)C)OC(CC(=O)OCC)C(F)(F)F ethyl 3-((tert-butyldimethylsilyl) oxy)-4,4,4-trifluorobutyrate